3-(5-bromo-2-chloro-4-pyrimidinyl)-1-[(4-methylphenyl)sulfonyl]-7-nitro-1H-indole BrC=1C(=NC(=NC1)Cl)C1=CN(C2=C(C=CC=C12)[N+](=O)[O-])S(=O)(=O)C1=CC=C(C=C1)C